COC=1C=C(CN(C(=O)OCC2=CC=CC=N2)CC2=CC(=CC=C2)OC)C=CC1 6-({bis(3-methoxybenzyl)aminocarbonyloxy}methyl)pyridine